NC=1C(=NC(=NC1)NC1(CCCC1)C)NC1CCN(CC1)C(=O)OC(C)(C)C tert-Butyl 4-((5-amino-2-((1-methylcyclopentyl)amino)pyrimidin-4-yl)amino)piperidine-1-carboxylate